C(C1=CC=CC=C1)NC1=NC=C(C(=N1)NC1=C(C=CC=C1)P(C)(C)=O)Cl (2-((2-(benzylamino)-5-chloropyrimidin-4-yl)amino)phenyl)dimethylphosphine oxide